3-((2-(3-(trifluoromethyl)phenyl)quinolin-4-yl)thio)propyl 2-oxo-2H-chromene-3-carboxylate O=C1OC2=CC=CC=C2C=C1C(=O)OCCCSC1=CC(=NC2=CC=CC=C12)C1=CC(=CC=C1)C(F)(F)F